methyl (R)-2-{[5-bromo-6-(4-fluorophenyl)pyrrolo[2,1-f][1,2,4]triazin-4-yl]oxy}-3-{2-[2-(2-methoxyphenyl)pyrimidin-4-yl]methoxyphenyl}propanoate BrC=1C(=CN2N=CN=C(C21)O[C@@H](C(=O)OC)CC2=C(C=CC=C2)OCC2=NC(=NC=C2)C2=C(C=CC=C2)OC)C2=CC=C(C=C2)F